C1(CC1)CN([C@@H](CC1=CC(=C(C(=O)NC)C=C1)F)CN1C(C2=CC=CC=C2C1=O)=O)C (S)-4-(2-((cyclopropylmethyl)(methyl)amino)-3-(1,3-dioxoisoindolin-2-yl)propyl)-2-fluoro-N-methylbenzamide